C(C)(C)(C)OC(=O)N1CCC(CC1)N1N=NC(=C1C)C(=O)O 1-[1-(tert-Butoxycarbonyl)piperidin-4-yl]-5-methyl-1,2,3-triazole-4-carboxylic acid